[Ca].C(C)O[Si](OCC)(OCC)OCC tetraethoxysilane, calcium salt